C1(=CC=CC=C1)N1C=CC2=CC(=CC=C12)C=1O[C@@H]([C@]([C@@](C1)(O)OCC1=CC=CC=C1)(O)OCC1=CC=CC=C1)C(O)OCC1=CC=CC=C1 1-(N-phenylindol-5-yl)-3,4,6-tribenzyloxy-D-glucal